Ethyl (5E)-6-(4-bromo-5-ethyl-1-methyl-1H-pyrazol-3-yl)hex-5-enoate BrC=1C(=NN(C1CC)C)/C=C/CCCC(=O)OCC